N4,N4'-bis(3-bromo-4-(dimethylamino)phenyl)-[1,1'-biphenyl]-4,4'-dicarboxamide BrC=1C=C(C=CC1N(C)C)NC(=O)C1=CC=C(C=C1)C1=CC=C(C=C1)C(=O)NC1=CC(=C(C=C1)N(C)C)Br